1,4':1',4''-terpiperidin-2-one N1(C(CCCC1)=O)C1CCN(CC1)C1CCNCC1